5-(3-methoxyphenyl)-1H-imidazole COC=1C=C(C=CC1)C1=CN=CN1